2-Chloro-4'-(((trans-4-hydroxy-4-methylcyclohexyl)methyl)sulfonyl)-[1,1'-biphenyl]-4-carbonitrile ClC1=C(C=CC(=C1)C#N)C1=CC=C(C=C1)S(=O)(=O)CC1CCC(CC1)(C)O